N-lauryl-β-aminopropionic acid triethanolamine salt N(CCO)(CCO)CCO.C(CCCCCCCCCCC)NCCC(=O)O